2-{4-[(5aS,8aS)-octahydro-2H-cyclopenta[b][1,4]oxazepin-5-yl]-5H,6H,7H-cyclopenta[d]pyrimidin-2-yl}pyridine O1[C@@H]2[C@@H](N(CCC1)C=1C3=C(N=C(N1)C1=NC=CC=C1)CCC3)CCC2